2,6-dimethylpyrazolo[3,2-c]-1,2,4-triazole CN1NC=2N(C1)N=C(C2)C